CC1=CC=C(C=C1)S(=O)(=O)[O-].C1(CCCC1)[C@@](C(=O)O[C@@H]1C[N+](CC1)(C)C)(C1=CC=CC=C1)O (S)-3-((S)-2-cyclopentyl-2-hydroxy-2-phenylacetoxy)-1,1-dimethylpyrrolidinium 4-methylbenzenesulfonate